FC=1C=C(C=CC1[N+](=O)[O-])[C@@H]([C@H](C(=O)N1C2CC2N(CC1)C)NC(CC)=O)C N-[(2R,3S)-3-(3-fluoro-4-nitrophenyl)-1-{5-methyl-2,5-diazabicyclo[4.1.0]heptan-2-yl}-1-oxobutan-2-yl]propanamide